NC=1C=C(C=C(C1)C(F)(F)F)[C@@H](C)NC1=NC(=NC2=CC(=C(C=C12)OC1CCN(CC1)CC1=CC=C(C=N1)N1C(NC(CC1)=O)=O)OC)C (R)-1-(6-((4-((4-((1-(3-amino-5-(trifluoromethyl)phenyl)ethyl)amino)-7-methoxy-2-methylquinazolin-6-yl)oxy)piperidin-1-yl)methyl)pyridin-3-yl)dihydropyrimidine-2,4(1H,3H)-dione